C1(CC1)N1N=C(C(=CC1=O)C1=CC=C(C=C1)OC)C1=CC=C(C=C1)OC 2-cyclopropyl-5,6-bis(4-methoxyphenyl)-3(2H)-pyridazinone